N,N'-methylenedimethacrylamide C(NC(C(=C)C)=O)NC(C(=C)C)=O